7-methoxy-2-((2-(pyrimidin-5-yl)pyridin-3-yl)methyl)imidazo[1,2-c]quinazolin-5-amine COC1=CC=CC=2C=3N(C(=NC12)N)C=C(N3)CC=3C(=NC=CC3)C=3C=NC=NC3